OC1=C(C=CC=C1)/C=C/C(=O)C1=CC=CC=C1 (E)-3-(2-hydroxyphenyl)-1-phenyl-2-propen-1-one